COC1=C2N=C(NC2=NC(=N1)NC1=NNC(=C1)C)C 6-methoxy-8-methyl-2-((5-methyl-1H-pyrazol-3-yl)amino)-9H-purin